CC(CNC)N(C)C N,N,N',N''-tetramethylethylenediamine